NC1=C(C(=NN1C1CC(C1)(C)O)C1=C2C=NNC2=C(C=C1)CNC(C1=C(C=CC(=C1)F)OC)=O)C(=O)N 5-amino-3-(7-((5-fluoro-2-methoxybenzamido)methyl)-1H-indazol-4-yl)-1-((1s,3s)-3-hydroxy-3-methylcyclobutyl)-1H-pyrazole-4-carboxamide